C(C)C1[C@@H](C(N2C(OC[C@@H]21)(C)C)=O)F (6S,7aS)-7-ethyl-6-fluoro-3,3-dimethyl-tetrahydro-pyrrolo[1,2-c]Oxazol-5-one